C(CCC)C1(NS(C2=C(N(C1)C1=CC=CC=C1)C=C(C(=C2)O)N(C)C)(=O)=O)CC 3-butyl-7-(dimethylamino)-3-ethyl-8-hydroxy-5-phenyl-2,3,4,5-tetrahydro-1,2,5-benzothiadiazepine 1,1-dioxide